(1R,4R)-4-(3-chloro-2-methylanilino)-6'-{(2R)-3-[(4-methoxyphenyl)methoxy]-2-methylpropyl}-2'H-spiro[cyclohexane-1,5'-indeno[5,6-d][1,3]dioxole]-4-carboxylic acid methyl ester COC(=O)C1(CCC2(C(=CC3=CC=4OCOC4C=C23)C[C@H](COCC2=CC=C(C=C2)OC)C)CC1)NC1=C(C(=CC=C1)Cl)C